2-(6-methoxy-3,4-dihydroisoquinolin-2(1H)-yl)aniline COC=1C=C2CCN(CC2=CC1)C1=C(N)C=CC=C1